3-methyl-2-bromopyrazine CC=1C(=NC=CN1)Br